C(C)(C)(C)OC(=O)N[C@@H](C(=O)N[C@@H](C(=O)N[C@@H](C(=O)O)CCCC)CC#CC1=CC=CC=C1)CC1=CC=CC=C1 (2R)-2-[[(2R)-2-[[(2R)-2-(tert-butoxycarbonylamino)-3-phenyl-propionyl]amino]-5-phenyl-pent-4-ynoyl]amino]hexanoic acid